C(=O)O.C1C(CC12CCNCC2)OC=2C=C1C(N(C(C1=CC2)=O)C2C(NC(CC2)=O)=O)=O 5-[7-azaspiro[3.5]nonan-2-yloxy]-2-(2,6-dioxopiperidin-3-yl)isoindole-1,3-dione formate